CC1(CCC=2C1=NC1=C(C2NC(=O)N=[S@@](=O)(N)C2=C(N=C(S2)C(CO)(CO)O)CO)CCC1)C (S)-N'-((3,3-dimethyl-1,2,3,5,6,7-hexahydrodicyclopenta[b,e]pyridin-8-yl)carbamoyl)-4-(hydroxymethyl)-2-(1,2,3-trihydroxypropan-2-yl)thiazole-5-sulfonimidamide